OC=1C(CCC1C)=O 2-hydroxy-3-methyl-2-cyclopentenon